5-(2-(2-chloro-5-methylphenylamino)-5-methylpyrimidin-4-ylamino)benzo[d]oxazol-2(3H)-one ClC1=C(C=C(C=C1)C)NC1=NC=C(C(=N1)NC=1C=CC2=C(NC(O2)=O)C1)C